ClC=1C=C(C=C(C1)NS(=O)(=O)C)NC(=O)C=1SC(=C(C1)C1=NC=C(C=C1)C1CN(C1)CC(F)(F)F)C N-(3-chloro-5-(methylsulfonamido)phenyl)-5-methyl-4-(5-(1-(2,2,2-trifluoroethyl)azetidin-3-yl)pyridin-2-yl)thiophene-2-carboxamide